5-chloro-2-cyanobenzo[b]thiophene ClC1=CC2=C(SC(=C2)C#N)C=C1